CN1N=CC(=N1)C1=CC=C(CNC2=NC=NC(=C2)C2=CN=C3N2C=CC(=C3)OCCCN3CCN(CC3)C3COC3)C=C1 [4-(2-methyl-2H-[1,2,3]triazol-4-yl)-benzyl]-(6-{7-[3-(4-oxetan-3-yl-piperazin-1-yl)-propoxy]-imidazo[1,2-a]pyridin-3-yl}-pyrimidin-4-yl)-amine